BrC1=C2C3(C(N(C2=CC=C1)C1CC(C1)=O)=O)CC3 bromo-1'-(3-oxocyclobutyl)spiro[cyclopropane-1,3'-indolin]-2'-one